S=C1NCCN1 2-sulfanylideneimidazolidin